O=C1NC(CCC1N1C(C2=CC=C(C=C2C1=O)C#CCN1CCN(CC1)C1=CC=C(C=C1)N(C(C)=O)C1CCC(CC1)NC1=NC2=CC=CC=C2C=N1)=O)=O N-(4-(4-(3-(2-(2,6-dioxopiperidin-3-yl)-1,3-dioxoisoindolin-5-yl)prop-2-yn-1-yl)piperazin-1-yl)phenyl)-N-((1r,4r)-4-(quinazolin-2-ylamino)cyclohexyl)acetamide